N1N=CC2=CC(=CC=C12)CN1C2CN(CC1C2)C2=NC=C(C=C2)C=2C1=C(N=CN2)NC=C1 6-((1H-indazol-5-yl)methyl)-3-(5-(7H-pyrrolo[2,3-d]pyrimidin-4-yl)pyridin-2-yl)-3,6-diazabicyclo[3.1.1]heptane